(4-(3,3-dimethylureido)cyclohexyl)acetaldehyde CN(C(NC1CCC(CC1)CC=O)=O)C